Methylthiomorpholine CN1CCSCC1